3'-Phosphoadenosine 5'-phosphate P(=O)(O)(O)OC[C@@H]1[C@H]([C@H]([C@@H](O1)N1C=NC=2C(N)=NC=NC12)O)OP(=O)(O)O